C1(CC1)C=1OC(=C(N1)C(F)F)C(=O)N1[C@@H](C2=C(CC1)NC=N2)C=2OC1=C(N2)C=C(C=C1)F (S)-(2-cyclopropyl-4-(difluoromethyl)oxazol-5-yl)(4-(5-fluorobenzo[d]oxazol-2-yl)-6,7-dihydro-1H-imidazo[4,5-c]pyridin-5(4H)-yl)methanone